7-(1-cyclopentylethyl)-3-{2-[(6,6-dimethylpiperidin-3-yl)amino]-5-(trifluoromethyl)pyrimidin-4-yl}-1H,4H,5H,6H,7H,8H-pyrrolo[2,3-c]azepin-8-one C1(CCCC1)C(C)N1C(C2=C(CCC1)C(=CN2)C2=NC(=NC=C2C(F)(F)F)NC2CNC(CC2)(C)C)=O